N-benzyl-8-isopropyl-2-((1-methylpiperidin-4-yl)oxy)pyrazolo[1,5-a][1,3,5]triazin-4-amine C(C1=CC=CC=C1)NC1=NC(=NC=2N1N=CC2C(C)C)OC2CCN(CC2)C